1-imidazo[1,2-b]pyridazin-3-yl-4-prop-2-enoyl-piperazin-2-one N=1C=C(N2N=CC=CC21)N2C(CN(CC2)C(C=C)=O)=O